O=C([C@@H](CCC(NCC#C)=O)NC([C@H](CCC(NCC#C)=O)NC(CCCC(=O)[O-])=O)=O)NCC#C 5-(((S)-1-(((R)-1,5-dioxo-1,5-bis(prop-2-yn-1-ylamino) pent-2-yl) amino)-1,5-dioxo-5-(prop-2-yn-1-ylamino) pent-2-yl) amino)-5-oxopentanoate